CC1=NC2=CC=CC=C2C(N1)=O 2-methyl-4-oxoquinazolin